1-[3-(1-acetylpyrrolidin-2-yl)propionyl]-4-fluoro-N-{phenyl-[4-(propan-2-yl)phenyl]methyl}pyrrolidine-2-carboxamide C(C)(=O)N1C(CCC1)CCC(=O)N1C(CC(C1)F)C(=O)NC(C1=CC=C(C=C1)C(C)C)C1=CC=CC=C1